C(C)(C)(C)N1C[C@@H](CC1)NC(=O)C1=C(OC2=C1C=C(C=C2)OCC=2SC=CN2)C tert-butyl-(R)-3-(2-methyl-5-(thiazol-2-ylmethoxy)benzofuran-3-carboxamido)pyrrolidine